4-((3AS,4R,6aR)-4-((propionyloxymethoxy)carbonyl)octahydropyrrolo[2,3-c]pyrrol-4-yl)butylboronic acid C(CC)(=O)OCOC(=O)[C@]1([C@@H]2[C@H](CN1)NCC2)CCCCB(O)O